C(C=C)(=O)N1[C@H](CN(C[C@H]1C)C1=NC(N2C3=C(C(=C(C=C13)C(F)(F)F)C1=CC(=C(C=C1)F)Cl)SC[C@H](C2)N2CCOCC2)=O)C (S)-8-((3S,5R)-4-acryloyl-3,5-dimethylpiperazin-1-yl)-11-(3-chloro-4-fluorophenyl)-3-morpholino-10-(trifluoromethyl)-3,4-dihydro-2H,6H-[1,4]thiazepino[2,3,4-ij]quinazolin-6-one